NC1=NC=NC=2N(C3=CC=C(C=C3C21)C(=O)OC)CC(=O)N2[C@@H]1C[C@@]1(C[C@H]2C(NC2=NC(=CC=C2)Br)=O)C methyl 4-amino-9-(2-((1R,3S,5R)-3-((6-bromopyridin-2-yl) carbamoyl)-5-methyl-2-azabicyclo[3.1.0]hex-2-yl)-2-oxoethyl)-9H-pyrimido[4,5-b]indole-6-carboxylate